FC1=C(CN2[C@@H](CCC2=O)CC(=O)N[C@H](C(=O)NS(=O)(=O)C)C(C)C)C=CC=C1F (S)-2-(2-((S)-1-(2,3-Difluorobenzyl)-5-oxopyrrolidin-2-yl)acetamido)-3-methyl-N-(methylsulfonyl)butanamide